C1(=CC=C(C=C1)C=1OC2=C(N1)C=CC(=C2)N)C=2OC1=C(N2)C=CC(=C1)N p-phenylenebis(6-aminobenzoxazole)